CN1C(=C(C=C1C)C1=CC=CC=C1)C(C(=O)NC1=CC=C(C=C1)N1CCN(CC1)C1=NC=C(C=N1)F)=O (1,5-dimethyl-3-phenyl-1H-pyrrol-2-yl)-N-(4-(4-(5-fluoropyrimidin-2-yl)piperazin-1-yl)phenyl)-2-oxoacetamide